1-benzyl-4-{2'-ethoxy-[3,3'-bipyridyl]-6-yl}piperidine-4-carboxylic acid C(C1=CC=CC=C1)N1CCC(CC1)(C(=O)O)C1=CC=C(C=N1)C=1C(=NC=CC1)OCC